OCC(OCCOCCNC(OC(C)(C)C)=O)C Tert-butyl N-[2-[2-(2-hydroxy-1-methyl-ethoxy)ethoxy]ethyl]carbamate